6-bromospiro[2,3-dihydroisoquinoline-4,1'-cyclopropane]-1-one BrC=1C=C2C(=CC1)C(NCC21CC1)=O